FC1=CC(=C(C=C1)NC1=C(C(=O)O)C=CC(=N1)C(F)(F)F)C(C)C 2-((4-fluoro-2-isopropylphenyl)amino)-6-(trifluoromethyl)-nicotinic acid